C(C1=CC=CC=C1)OC(=O)N1C[C@H](OC2=C(C=C3C=NN(C3=C2)C(C)=O)C1)CC.ClC1=CC=CC(=N1)[C@@H](CC=C)N[S@@](=O)C(C)(C)C (S)-N-[(1R)-1-(6-chloropyridin-2-yl)but-3-en-1-yl]-2-methylpropane-2-sulfinamide benzyl-(R)-1-acetyl-8-ethyl-1,5,7,8-tetrahydro-6H-[1,4]oxazepino[6,7-f]indazole-6-carboxylate